benzylCarbamate C(C1=CC=CC=C1)NC([O-])=O